F[C@@H]1[C@@H](CN(CC1)C(=O)OC(C)(C)C)C tert-butyl (3R,4S)-4-fluoro-3-methyl-piperidine-1-carboxylate